1-((3S,5R,8R,9S,10S,13R,14S,17R)-14-hydroxy-10,13-dimethyl-17-(5-oxo-2,5-dihydrofuran-3-yl)hexadecahydro-1H-cyclopenta[a]phenanthren-3-yl)-3-(2-hydroxyethyl)urea O[C@]12[C@@H]3CC[C@@H]4C[C@H](CC[C@@]4([C@H]3CC[C@@]2([C@H](CC1)C=1COC(C1)=O)C)C)NC(=O)NCCO